[Na].S1(N=CC2=C1C=CC=C2)=O benzisothiazolinone sodium salt